N-[(2S,3R,4S)-4-fluoro-2-[(3'-fluoro[1,1'-biphenyl]-3-yl)methyl]-1-(2-hydroxy-2-methylpropanoyl)pyrrolidin-3-yl]ethanesulfonamide F[C@@H]1[C@@H]([C@@H](N(C1)C(C(C)(C)O)=O)CC=1C=C(C=CC1)C1=CC(=CC=C1)F)NS(=O)(=O)CC